ClCC1=C(C=C(C=C1)C)NS(=O)(=O)C1=CC=C(C=C1)C N-(2-(chloromethyl)-5-methyl-phenyl)-4-methylbenzenesulfonamide